C(#C)[C@]1([C@]2(C)[C@@H](CC1)[C@@H]1CC=C3C[C@@H](O)CC[C@]3(C)[C@H]1CC2)O 17a-ethynyl-5-androstenediol